5-methyl-3-(6-methyl-3-pyridinyl)triazole-4-carboxylic acid ethyl ester C(C)OC(=O)C=1N(N=NC1C)C=1C=NC(=CC1)C